C(=O)([O-])OC(=O)OC(=O)[O-].[U+6].C(=O)([O-])OC(=O)OC(=O)[O-].C(=O)([O-])OC(=O)OC(=O)[O-] Uranium tricarbonate